CN1C(C2=C(C(=C1)C1=CN=C3C(=N1)N(C(=N3)C)CC3=CC=C(C=C3)C(F)(F)F)C=CN2)=O 6-methyl-4-(2-methyl-1-(4-(trifluoromethyl)benzyl)-1H-imidazo[4,5-b]pyrazine-6-yl)-1H-pyrrolo[2,3-c]pyridin-7(6H)-one